methyl 2,6-diisocyanato-hexanoate N(=C=O)C(C(=O)OC)CCCCN=C=O